(2-fluoro-4-(2-fluorophenoxy)phenyl)(5-methoxy-4-(((3R,6S)-6-(morpholinomethyl)tetrahydro-2H-pyran-3-yl)amino)-1H-pyrrolo[2,3-b]pyridin-3-yl)methanone FC1=C(C=CC(=C1)OC1=C(C=CC=C1)F)C(=O)C1=CNC2=NC=C(C(=C21)N[C@H]2CO[C@@H](CC2)CN2CCOCC2)OC